[Si](C1=CC=CC=C1)(C1=CC=CC=C1)(C(C)(C)C)OCC1CCC2(CCCN12)CO (3-(((tert-butyldiphenylsilyl)oxy)methyl)tetrahydro-1H-pyrrolizin-7a(5H)-yl)methanol